2,6-Dichloro-N-[4-(trifluoromethoxy)phenyl]pyridine-4-carboxamide ClC1=NC(=CC(=C1)C(=O)NC1=CC=C(C=C1)OC(F)(F)F)Cl